C(C)(=O)NCCCC[C@H](N)C(=O)O Nepsilon-acetyl-L-lysine